C(C1=CC=CC=C1)NS(=O)(=O)C1=CC(=CC=C1)C1=NC2=C(C=CN=C2C=C1)N1C[C@H](O[C@H](C1)C)C N-benzyl-3-(8-((2R,6S)-2,6-dimethylmorpholino)-1,5-naphthyridin-2-yl)benzenesulfonamide